N,N-Dimethyl-p-toluidin CN(C1=CC=C(C=C1)C)C